C(N)(=N)C1=C(C=C(CNC(OC(C)(C)C)=O)C=C1OC)F tert-butyl (4-carbamimidoyl-3-fluoro-5-methoxybenzyl)carbamate